COC1=C(CNC2=NC3=CC=CN=C3C(=C2C#N)NC(CCO)CCC)C=CC(=C1)OC 2-((2,4-dimethoxybenzyl)amino)-4-((1-hydroxyhex-3-yl)amino)-1,5-naphthyridine-3-carbonitrile